C(N)(=O)C(C)(C)NC1=C(C=NC(=C1)C1=CC=C2N1N=CC(=C2)C#N)C2=NN=C(S2)N2CC1CCC(C2)N1C(=O)OC(C)(C)C tert-butyl 3-(5-{4-[(1-carbamoyl-1-methylethyl)amino]-6-{3-cyanopyrrolo[1,2-b]pyridazin-7-yl}pyridin-3-yl}-1,3,4-thiadiazol-2-yl)-3,8-diazabicyclo[3.2.1]octane-8-carboxylate